O1C=CC2=C1COC=C2 furo[2,3-c]pyran